3-[3-ethyl-4-(imidazo[1,2-b]pyridazin-8-yloxy)phenyl]-1-[5-(trifluoromethyl)-3-pyridinyl]-2,4-imidazolidinedione C(C)C=1C=C(C=CC1OC=1C=2N(N=CC1)C=CN2)N2C(N(CC2=O)C=2C=NC=C(C2)C(F)(F)F)=O